N-(2-(phenylmethyl-(4-(3,4-dichlorophenyl)-5-isobutylthiazol-2-yl)amino)ethylsulfonyl)acetamide C1(=CC=CC=C1)CN(CCS(=O)(=O)NC(C)=O)C=1SC(=C(N1)C1=CC(=C(C=C1)Cl)Cl)CC(C)C